NC=1SC(=C(N1)C1=CC=CC=C1)OC1=CC(=NC=N1)NC=1C=C(C=CC1)S(=O)(=O)N 3-((6-((2-amino-4-phenylthiazol-5-yl)oxy)pyrimidin-4-yl)amino)benzenesulfonamide